ClC1=C(C(=O)NC2=CC=C(C=C2)C2=NN(C(=C2)NC(C2=CC(=CC=C2)OCCNC(C(C)(C)C)=O)=O)C)C=CC=C1 2-chloro-N-(4-(1-methyl-5-(3-(2-pivalamidoethoxy)benzamido)-1H-pyrazol-3-yl)phenyl)benzamide